FC1=NC=CC=C1COC1=CC=C(C2=C1OCO2)CN[C@H](C(=O)N)C (S)-2-{[7-(2-fluoropyridin-3-ylmethoxy)benzo[d][1,3]dioxol-4-yl]methylamino}propanamide